FC1=CC=2N=C3OC[C@@H]4COCCN4C3=NC2C(=C1)[C@@H](C)N (1R)-1-[(7S)-14-fluoro-5,9-dioxa-2,11,18-triazatetracyclo[8.8.0.02,7.012,17]octadeca-1(18),10,12(17),13,15-pentaen-16-yl]ethanamine